CC1=CC=C(C=N1)NC(OC[C@@H]1OC2=C(C1)C1=C(N=C(S1)C1=C3N=CC(=NC3=CC(=C1)C)OC)C(=C2)Cl)=O (R)-(4-chloro-2-(2-methoxy-7-methylquinoxalin-5-yl)-7,8-dihydrobenzofuro[5,4-d]thiazol-7-yl)methyl (6-methylpyridin-3-yl)carbamate